AMINOTETRALIN C1CC(C2=CC=CC=C2C1)N